BrC1=CC=C(C=C1)C=1OC2=C(C1)C=CC(=C2)C(OCC)OCC (4-bromophenyl)-6-(diethoxymethyl)-benzofuran